isobutyl-cyclohexylsulfonamide C(C(C)C)NS(=O)(=O)C1CCCCC1